NC=1C=NN(C1)C1=C2C=CC(=NC2=C(C=C1)C)C(=O)NS(=O)(=O)C1=C(C=CC(=C1)C1(CCOCC1)C)OC 5-(4-amino-1H-pyrazol-1-yl)-N-((2-methoxy-5-(4-methyltetrahydro-2H-pyran-4-yl)phenyl)sulfonyl)-8-methylquinoline-2-carboxamide